tert-Butyl (Z)-(tert-butoxycarbonyl)(6-(1-(2-cyano-1-cyclopentylvinyl)-1H-pyrazol-4-yl)-5-(2,2-dimethoxyethyl)pyrimidin-4-yl)carbamate C(C)(C)(C)OC(=O)N(C(OC(C)(C)C)=O)C1=NC=NC(=C1CC(OC)OC)C=1C=NN(C1)\C(=C/C#N)\C1CCCC1